Dimethyl(2,3,4,5-tetramethyl-2,4-cyclopentadien-1-yl)silyl triflate O(S(=O)(=O)C(F)(F)F)[Si](C1C(=C(C(=C1C)C)C)C)(C)C